FC1=C(C=C(C(=C1)C1=CC=C(C=C1)C1=CC=C(C=C1)OC(F)(F)F)F)N=C=S 1,4-difluoro-2-isothiocyanato-5-[4-[4-(trifluoromethoxy)phenyl]phenyl]benzene